ClC1=CC=C(C=C1)N(C(=O)C1=C(N(C(=C1)C1=C(C=C(C(=C1)OC)C#N)C(=O)N1CC2=CC=CC=C2C[C@H]1CN1CCOCC1)C)C)CC1=C(C=CC=C1)OC N-(4-chlorophenyl)-5-(4-cyano-5-methoxy-2-{[(3S)-3-(morpholin-4-ylmethyl)-3,4-dihydroisoquinolin-2(1H)-yl]carbonyl}phenyl)-N-(2-methoxybenzyl)-1,2-dimethyl-1H-pyrrole-3-carboxamide